2-oleoylglycerol C(CCCCCCC\C=C/CCCCCCCC)(=O)OC(CO)CO